[Li].CN(C1CCC(CC1)NC1=CC=CC=C1)C (4-(dimethylamino)cyclohexyl)aniline lithium